bis(3,4-dicarboxyphenoxy)diphenylmethane C(=O)(O)C=1C=C(OC(C2=CC=CC=C2)(C2=CC=CC=C2)OC2=CC(=C(C=C2)C(=O)O)C(=O)O)C=CC1C(=O)O